tert-butyl 4-(2-cyano-3-fluoro-5-isobutylphenyl)-3-methylpiperazine-1-carboxylate C(#N)C1=C(C=C(C=C1F)CC(C)C)N1C(CN(CC1)C(=O)OC(C)(C)C)C